3-(ethyliminomethylamino)-N,N-dimethyl-propan-1-amine C(C)N=CNCCCN(C)C